C(#N)C1=NC(=NC=C1)C1CN(C1)C(=O)OC(C)(C)C tert-butyl 3-(4-cyanopyrimidin-2-yl)azetidine-1-carboxylate